CN1N=C(C(=C1)C1=CC=NC=C1)C1=CC=C(OCC=2SC3=C(N2)C=CC=C3)C=C1 2-[4-(1-methyl-4-pyridin-4-yl-1H-pyrazol-3-yl)-phenoxymethyl]-benzothiazole